C(CC)N(C1=C(C=CC=C1)C)CCCCC N-propyl-N-pentylmethylaniline